C(C)OC(C(=O)O)CC1=CC=C(C=C1)OCCN1COC2=C(C1=O)C=CC=C2 2-ethoxy-3-(4-(2-(4-oxo-2H-benzo[e][1,3]oxazin-3(4H)-yl)ethoxy)phenyl)propanoic acid